2-(3,4-Dichlorobenzoyl)-10-methyl-1,2,3,4,7,8,9,10-octahydro-11H-pyrido[4',3':3,4]pyrazolo-[1,5-a][1,4]diazepin-11-one ClC=1C=C(C(=O)N2CC=3C(=NN4C3C(N(CCC4)C)=O)CC2)C=CC1Cl